NC=1C2=C(N=CN1)N(C(=C2C2=CC=C(C=C2)C(=O)N2CCCCC2)C2=CC=C(C=C2)NC(C(=C)C)=O)C N-(4-(4-amino-7-methyl-5-(4-(piperidine-1-carbonyl)phenyl)-7H-pyrrolo[2,3-d]pyrimidin-6-yl)phenyl)methacrylamide